C1(CC1)C1=CC(=C(C(=C1)C)N1N=C2N=C(NC(C2=C1)=O)OC)C 2-(4-cyclopropyl-2,6-dimethylphenyl)-6-methoxy-2,5-dihydro-4H-pyrazolo[3,4-d]pyrimidin-4-one